N-(azetidin-3-yl)-3,4-dimethyl-pyrimido[4',5':4,5]thieno[2,3-c]pyridazin-8-amine dihydrochloride Cl.Cl.N1CC(C1)NC1=NC=NC2=C1SC=1N=NC(=C(C12)C)C